CNC1=C(C(=O)NCCC2=CC=CC=C2)C=CC=C1 2-(methylamino)-N-phenethyl-benzamide